5-benzyloxy-2-(3-methylbut-1-ynyl)benzaldehyde oxime C(C1=CC=CC=C1)OC=1C=CC(=C(C=NO)C1)C#CC(C)C